4-[4-(4-Chlorophenyl)-4-hydroxypiperidin-1-yl]-1-methyl-2-oxo-1,2-dihydroquinoline-3-carbonitrile ClC1=CC=C(C=C1)C1(CCN(CC1)C1=C(C(N(C2=CC=CC=C12)C)=O)C#N)O